C(C=CCC(=O)[O-])(=O)OCCCCC mono-n-pentyl glutaconate